3-(azidomethyl)-5-isopropoxy-1H-indole N(=[N+]=[N-])CC1=CNC2=CC=C(C=C12)OC(C)C